C(C)OC(=O)C1=NC(=NC(=C1[N+](=O)[O-])N1C[C@@H](N(CC1)C(=O)OCC1=CC=CC=C1)CC#N)Cl.FC=1C(=C(C=CC1)NC(\C=C\C1=CC=C2C=NNC2=C1C)=O)C (2E)-N-(3-fluoro-2-methylphenyl)-3-(7-methyl-1H-indazol-6-yl)prop-2-enamide ethyl-(S)-6-(4-((benzyloxy)carbonyl)-3-(cyanomethyl)piperazin-1-yl)-2-chloro-5-nitropyrimidine-4-carboxylate